(S)-5-(4-((7-ethyl-6-oxo-5H-1,5-naphthyridin-3-yl)methyl)-3-methylpiperazin-1-yl)-N-methylpyridine-2-carboxamide C(C)C=1C(NC=2C=C(C=NC2C1)CN1[C@H](CN(CC1)C=1C=CC(=NC1)C(=O)NC)C)=O